ethyl-pyrimidon C(C)C1=NC(NC=C1)=O